N1=C(C=CC=C1)CNCC1=CC=C(C=C1)CN(C1CCCC=2C=CC=NC12)C[C@@H]1NCCC1 N-(2-pyridinylmethyl)-N'-[2-(R)-pyrrolidinylmethyl]-N'-(5,6,7,8-tetrahydro-8-quinolinyl)-1,4-benzenedimethanamine